Methyl ((((1S,4R)-4-(2-amino-6-hydroxy-9H-purin-9-yl)cyclopent-2-en-1-yl)methoxy)(phenoxy)phosphoryl)-L-alaninate NC1=NC(=C2N=CN(C2=N1)[C@H]1C=C[C@H](C1)COP(=O)(OC1=CC=CC=C1)N[C@@H](C)C(=O)OC)O